C(#N)C1=CC=C(C=C1)C(\C=C/C=1C=C(O[C@H](C(=O)O)C)C=CC1)=O (2S)-2-[3-[(Z)-3-(4-Cyanophenyl)-3-oxoprop-1-enyl]phenoxy]propanoic acid